(2-cyanophenyl)propionic acid C(#N)C1=C(C=CC=C1)C(C(=O)O)C